tert-butyl 6-methoxy-4-[3-(3,4-dimethoxyphenyl)-1-oxoprop-2-enyl]-1,2,3,4-tetrahydroquinoxaline-1-carboxylate COC=1C=C2N(CCN(C2=CC1)C(=O)OC(C)(C)C)C(C=CC1=CC(=C(C=C1)OC)OC)=O